C(CC)OC=1C2=CC=CC=C2C=2C=CC=CC2C1OCCC 9,10-dipropoxyphenanthrene